ClC1=C(CNC(=O)[C@]2(C=3C=CC=NC3[C@@H](CC2)O)F)C=CC(=C1)C (5s,8r)-N-(2-chloro-4-methylbenzyl)-5-fluoro-8-hydroxy-5,6,7,8-tetrahydroquinoline-5-carboxamide